Lithium phosphit P([O-])([O-])[O-].[Li+].[Li+].[Li+]